3-(4-iodo-1-oxo-2,3-dihydro-1H-isoindol-2-yl)piperidine-2,6-dione IC1=C2CN(C(C2=CC=C1)=O)C1C(NC(CC1)=O)=O